{2-[2-fluoro-6-(methoxymethoxy)-8-(tetramethyl-1,3,2-dioxaborolan-2-yl)naphthalen-1-yl]Ethynyl}tris(propan-2-yl)silane methyl-2-amino-4-ethyl-thiazole-5-carboxylate COC(=O)C1=C(N=C(S1)N)CC.FC1=C(C2=C(C=C(C=C2C=C1)OCOC)B1OC(C(O1)(C)C)(C)C)C#C[Si](C(C)C)(C(C)C)C(C)C